Cl.C12(CC3CC(CC(C1)C3)C2)CN2C(CNCC2)=O 1-(Adamantan-1-ylmethyl)piperazin-2-one hydrogen chloride